CN(C1=NC=C(C(=C1)C)C1CCN(CC1)S(=O)(=O)C1=CN=C(O1)C)C N,N,4-trimethyl-5-(1-((2-methyloxazol-5-yl)sulfonyl)piperidin-4-yl)pyridin-2-amine